CC1=NNC(=C1C1=CC=C(NC([C@H]([C@@H]2CC[C@H](CC2)C)NC(=O)C=2N(N=CC2)CC)=O)C=C1)C Trans-N-[(1S)-2-[4-(3,5-dimethyl-1H-pyrazol-4-yl)anilino]-1-(4-methylcyclohexyl)-2-oxo-ethyl]-2-ethyl-pyrazole-3-carboxamide